1-(3-Difluoromethyl-benzyl)-3-spiro[2.3]hex-5-yl-urea FC(C=1C=C(CNC(=O)NC2CC3(CC3)C2)C=CC1)F